C1(=CC=C(C=C1)C(C(=O)O)(C(C)C)O)C1=CC=CC=C1 2-([1,1'-biphenyl]-4-yl)-2-hydroxy-3-methylbutyric acid